(R)-N-((S)-3-(3,4-dihydroisoquinolin-2(1H)-yl)-2-hydroxypropyl)-3-phenylpiperidine-1-carboxamide C1N(CCC2=CC=CC=C12)C[C@H](CNC(=O)N1C[C@H](CCC1)C1=CC=CC=C1)O